C(C)C=1C=CC=2N(C1)N=CC2C(=O)OC methyl 6-ethylpyrazolo[1,5-a]pyridine-3-carboxylate